CN(C1CN(C1)C1=CC=C(C=N1)N1C=C(C(C2=CC=CC=C12)=O)C(=O)O)C 1-{6-[3-(dimethylamino)azetidin-1-yl]Pyridin-3-yl}-4-oxoquinoline-3-carboxylic acid